O=C(CNC(=O)[C@H]1NCCNC1)NC=1SC2=C(N1)C=CC(=C2)OC(F)(F)F (S)-N-(2-oxo-2-((6-(trifluoromethoxy)benzo[d]thiazol-2-yl)amino)ethyl)piperazine-2-carboxamide